3,4-difluoro-6-methoxy-2-methylbenzoic acid ethyl ester C(C)OC(C1=C(C(=C(C=C1OC)F)F)C)=O